methyl (S)-4-amino-5-azaspiro[2.4]hept-4-ene-6-carboxylate NC=1C2(CC2)C[C@H](N1)C(=O)OC